OC(CCS(=O)(=O)C1=C2C(=NC(=C1)C1=CN(C3=CN=C(C=C31)NC(C)=O)C)C3(OCC2)COCC3)(C)C N-(3-(4'-((3-Hydroxy-3-Methylbutyl)Sulfonyl)-4,5,5',6'-Tetrahydro-2H-Spiro[Furan-3,8'-Pyrano[3,4-b]Pyridin]-2'-yl)-1-Methyl-1H-Pyrrolo[2,3-c]Pyridin-5-yl)Acetamide